Benzoyl-toluoyl-(toloyl)-2-methyl-resorcinol C(C1=CC=CC=C1)(=O)C1=C(C(=C(C(=C1O)C)O)C(=O)C=1C(=CC=CC1)C)C(=O)C=1C(=CC=CC1)C